F[C@@H]1[C@@H](C1)NC(=O)NC=1C=NN2C1N=C(C=C2NC)NC=2C=CC=C1C=CC=NC21 1-((1R,2S)-2-fluorocyclopropyl)-3-(7-(methylamino)-5-(quinolin-8-ylamino)pyrazolo[1,5-a]pyrimidin-3-yl)urea